C1(CC1)C1=C(C(=NO1)C1=C(C=NC=C1F)F)C1=CC2(C1)CCN(CC2)C=2SC1=C(N2)C(=CC(=C1)C(=O)O)F 2-(2-(5-cyclopropyl-3-(3,5-difluoropyridin-4-yl)isoxazol-4-yl)-7-azaspiro[3.5]non-1-en-7-yl)-4-fluorobenzo[d]thiazole-6-carboxylic acid